FC=1C=C(C=C(C1)F)[C@@H]1CC[C@H]2OC3(C(N21)=O)CCN(CC3)C(=O)C3=C(C=CC(=C3)C)F (5'S,7a'R)-5'-(3,5-difluorophenyl)-1-(2-fluoro-5-methyl-benzene-1-carbonyl)tetrahydro-3'H-spiro[piperidine-4,2'-pyrrolo[2,1-b][1,3]oxazol]-3'-one